2-(4-((cyclopropylmethyl)sulfonyl)phenyl)ethanamine C1(CC1)CS(=O)(=O)C1=CC=C(C=C1)CCN